4-(5-((2,4-difluorophenyl)amino)-1-(ethylsulfonyl)-1H-pyrrolo[3,2-B]pyridin-6-yl)-6-methyl-1,6-dihydro-7H-pyrrolo[2,3-c]pyridin-7-one FC1=C(C=CC(=C1)F)NC1=C(C=C2C(=N1)C=CN2S(=O)(=O)CC)C=2C1=C(C(N(C2)C)=O)NC=C1